2-chloro-3-oxo-4-phenylbutyric acid methyl ester COC(C(C(CC1=CC=CC=C1)=O)Cl)=O